5-(4-chlorophenyl)-2-(2,6-dimethylpyridin-4-yl)-8-isopropyl-2,5,8-triazaspiro[3.5]nonane-6,9-dione ClC1=CC=C(C=C1)N1C2(CN(C2)C2=CC(=NC(=C2)C)C)C(N(CC1=O)C(C)C)=O